NC1=C(C=CC(=C1)C(F)(F)F)N1C(CN(CC1)C(CC(=O)O)=O)C1=CC=C(C=C1)Cl 3-(4-(2-amino-4-(trifluoromethyl)phenyl)-3-(4-chlorophenyl)piperazin-1-yl)-3-oxopropanoic acid